C(C1=CC=CC=C1)OCCCCCCC/C=C(/C(=O)O)\C (E)-10-(Benzyloxy)-2-methyldec-2-enoic acid